FC(CCCCC(=O)O)(F)F trifluoro-hexanoic acid